N2-acryloyl-N-(4,4-difluoro-1-{4-[(1S)-1-{[7-oxo-8-(propan-2-yl)-7,8-dihydropyrido[2,3-d]pyrimidin-2-yl]amino}ethyl]phenyl}cyclohexyl)-L-alaninamide C(C=C)(=O)N[C@@H](C)C(=O)NC1(CCC(CC1)(F)F)C1=CC=C(C=C1)[C@H](C)NC=1N=CC2=C(N1)N(C(C=C2)=O)C(C)C